BrC1=CN=C2C(=N1)N(C=N2)CC2CCOCC2 6-bromo-1-((tetrahydro-2H-pyran-4-yl)methyl)-1H-imidazo[4,5-b]pyrazine